ClC1=CC=CC2=C1NC(=N2)C(=O)N2[C@H](C=1N([C@@H](C2)C)C(=CC1)C#N)C |o1:13,16| trans-(1S,4R) or (1R,4S)-2-(7-Chloro-1H-benzo[d]imidazole-2-carbonyl)-1,4-dimethyl-1,2,3,4-tetrahydropyrrolo[1,2-a]pyrazine-6-carbonitrile